The molecule is an N-acylglycine in which the acyl group is specified as (2E)-3-phenylprop-2-enoyl (cinnamoyl). It has a role as a metabolite. It is a conjugate acid of a N-cinnamoylglycinate. C1=CC=C(C=C1)/C=C/C(=O)NCC(=O)O